ClC1=CC=C(C(=C1NC(C1=C(C=C(C(=C1)F)N1N=C2COCCCN2C1=O)O[C@H](C(F)(F)F)C)=O)F)F N-(6-Chloro-2,3-difluorophenyl)-5-fluoro-4-(3-oxo-6,7-dihydro-3H,5H-[1,2,4]triazolo[3,4-c][1,4]-oxazepin-2(9H)-yl)-2-{[(2S)-1,1,1-trifluoropropan-2-yl]oxy}benzamid